N1(CCC1)C1=NC=C(C=N1)NC(=O)N[C@@H](C(F)(F)F)C1=C(C(=CC=C1F)Cl)F (R)-1-(2-(azetidin-1-yl)pyrimidin-5-yl)-3-(1-(3-chloro-2,6-difluorophenyl)-2,2,2-trifluoroethyl)urea